NC1=C(C=C(C(=O)N2C[C@]3(C[C@@H]3C#CC3=C4CN(C(C4=CC=C3)=O)[C@@H](CCC(=O)OC(C)(C)C)C(N)=O)CCC2)C=C1)OC tert-butyl (4S)-4-(4-{2-[(1R,3S)-5-(4-amino-3-methoxybenzoyl)-5-azaspiro[2.5]octan-1-yl]ethynyl}-1-oxo-3H-isoindol-2-yl)-4-carbamoylbutanoate